C(CC)S(=O)(=O)CCS(=O)(=O)F 2-(1-propylsulfonyl)ethanesulfonyl fluoride